C(C)(C)(C)OC(=O)N1CCC(CC1)OC=1N=C2C(=NC1)N(C=C2C2=NC=NN2C(C)C)COCC[Si](C)(C)C tert-butyl-4-[(7-[1-(propan-2-yl)-1H-1,2,4-triazol-5-yl]-5-{[2-(trimethylsilyl)ethoxy]methyl}-5H-pyrrolo[2,3-b]pyrazin-2-yl)oxy]piperidine-1-carboxylate